N-(6-amino-5-ethyl-3-pyridyl)-2-oxo-2-[(2R,5S)-5-methyl-2-[3-[[rel-(2S)-1-methylpyrrolidin-2-yl]methoxy]phenyl]-1-piperidyl]acetamide NC1=C(C=C(C=N1)NC(C(N1[C@H](CC[C@@H](C1)C)C1=CC(=CC=C1)OC[C@H]1N(CCC1)C)=O)=O)CC |o1:25|